OC1=CC=C(CC2=C(C=C(C=3C4=CC=C(C(=C4C=CC23)OC)O)OC)O)C=C1 1-(4-hydroxybenzyl)-4,8-dimethoxy-2,7-phenanthrenediol